3-tert-butyl-2-hydroxy-5-methylphenyl sulfide C(C)(C)(C)C=1C(=C(C=C(C1)C)SC1=C(C(=CC(=C1)C)C(C)(C)C)O)O